N-(1-(4-chlorophenyl)-2,2,2-trifluoroethyl)-N-methylimidazo[1,2-a]pyrazine-2-sulfonamide ClC1=CC=C(C=C1)C(C(F)(F)F)N(S(=O)(=O)C=1N=C2N(C=CN=C2)C1)C